(S)-N-((S)-3-oxo-1-((S)-2-oxopyrrolidin-3-yl)-4-(trifluoromethoxy)butan-2-yl)-5-((S)-tetrahydrofuran-2-carbonyl)-5-azaspiro[2.4]heptane-6-carboxamide O=C([C@H](C[C@H]1C(NCC1)=O)NC(=O)[C@H]1N(CC2(CC2)C1)C(=O)[C@H]1OCCC1)COC(F)(F)F